CC=1C(C2=C(C=CC(=C2C1)C)C)[Hf]C1C(=CC2=C(C=CC(=C12)C)C)C bis(2,4,7-trimethylinden-1-yl)hafnium